8-acetamido-N-isopropyl-5-(4-(trifluoromethyl)phenyl)-2-naphthamide C(C)(=O)NC=1C=CC(=C2C=CC(=CC12)C(=O)NC(C)C)C1=CC=C(C=C1)C(F)(F)F